5-trifluoromethyl-2-mercapto-4H-benzo[d][1,3]oxazin-4-one FC(C1=CC=CC=2N=C(OC(C21)=O)S)(F)F